(S)-2-((5-Chloro-6-fluoro-1-((2-(trimethylsilyl)ethoxy)methyl)-1H-pyrrolo[3,2-b]pyridin-2-yl)methyl)-5-fluoro-1'-(4-fluorobenzyl)spiro[isoindoline-1,3'-pyrrolidine]-2',3-dione ClC1=C(C=C2C(=N1)C=C(N2COCC[Si](C)(C)C)CN2C(C1=CC(=CC=C1[C@@]21C(N(CC1)CC1=CC=C(C=C1)F)=O)F)=O)F